tert-butyl 2-(tert-butoxycarbonylamino)-5-fluoro-4,4-dimethylvalerate C(C)(C)(C)OC(=O)NC(C(=O)OC(C)(C)C)CC(CF)(C)C